methyl (1R,2S,5S)-3-[(2S)-3,3-dimethyl-2-[(2-tetrahydrofuran-3-ylacetyl)amino]butanoyl]-6,6-dimethyl-3-azabicyclo[3.1.0]hexane-2-carboxylate CC([C@@H](C(=O)N1[C@@H]([C@H]2C([C@H]2C1)(C)C)C(=O)OC)NC(CC1COCC1)=O)(C)C